1-(5-ethyl-2-pyridyl)-8-chloro-6-fluoro-1,4-dihydro-7-(cyclopentyl-(methyl)amino)-4-oxo-3-quinolinecarboxylic acid C(C)C=1C=CC(=NC1)N1C=C(C(C2=CC(=C(C(=C12)Cl)N(C)C1CCCC1)F)=O)C(=O)O